di(N-hydroxysuccinimide) suberate C(CCCCCCC(=O)O)(=O)O.ON1C(CCC1=O)=O.ON1C(CCC1=O)=O